benzimidazole-5-carboxylic acid (2-morpholin-4-yl-2-oxo-ethyl)-amide N1(CCOCC1)C(CNC(=O)C1=CC2=C(N=CN2)C=C1)=O